C(C)(C)(C)NC1=NC(=NN1C1=CC=CC=C1)C(F)F N-(tertiary butyl)-1-phenyl-3-(difluoromethyl)-1H-1,2,4-triazole-5-amine